ClC1=NN=C(C2=CC=CC=C12)C 1-chloro-4-methylphthalazine